(3S)-1-[3-(3,5-difluorophenyl)-5-(3,3-difluoropiperidine-1-carbonyl)-2-methoxypyridin-4-yl]pyrrolidin-3-amine FC=1C=C(C=C(C1)F)C=1C(=NC=C(C1N1C[C@H](CC1)N)C(=O)N1CC(CCC1)(F)F)OC